C(#N)C1(CC1)NS(=O)(=O)C=1C=C(C=2N(C1)C(=NC2)C=2SC(=NN2)C(F)(F)F)N2CCN(CC2)C(C(F)F)=O N-(1-cyanocyclopropyl)-8-(4-(2,2-difluoroacetyl)piperazin-1-yl)-3-(5-(trifluoromethyl)-1,3,4-thiadiazol-2-yl)imidazo[1,5-a]pyridine-6-sulfonamide